tert-Butyl 4'-((2-methyl-5-((1-phenylpropyl)carbamoyl)-1H-indol-1-yl)methyl)-[1,1'-biphenyl]-2-carboxylate CC=1N(C2=CC=C(C=C2C1)C(NC(CC)C1=CC=CC=C1)=O)CC1=CC=C(C=C1)C=1C(=CC=CC1)C(=O)OC(C)(C)C